4-FLUORO-3-(PHENYLCARBAMOYL)BENZENEBORONIC ACID FC1=C(C=C(C=C1)B(O)O)C(NC1=CC=CC=C1)=O